ClC1=CC=2NC(=CC2S1)C(=O)N(C)C1C=2C3=C(C(NC2CNC1)=O)C=C(C(=C3)F)F 2-Chloro-N-(8,9-difluoro-6-oxo-1,2,3,4,5,6-hexahydrobenzo[c][1,7]naphthyridin-1-yl)-N-methyl-4H-thieno[3,2-b]pyrrole-5-carboxamide